F[C@@H]1C(N[C@@H]([C@@H]1CCF)CO)=O (3S,4S,5S)-3-fluoro-4-(2-fluoroethyl)-5-(hydroxymethyl)pyrrolidin-2-one